1-(1H-benzo[d]imidazol-5-yl)-5-(4-propoxyphenyl)imidazolidin-2-one hydrochloride Cl.N1C=NC2=C1C=CC(=C2)N2C(NCC2C2=CC=C(C=C2)OCCC)=O